C1(CC1)C(=CC=O)C 3-cyclopropyl-2-buten-1-one